CC(=CCC/C(=C/CC/C(=C/CC/C(=C/CC/C(=C/CC/C(=C/COP(=O)([O-])OP(=O)([O-])[O-])/C)/C)/C)/C)/C)C The molecule is the trianion resulting from the removal of the three protons from the diphosphate group of all-trans-hexaprenyl diphosphate; major species at pH 7.3. It is a conjugate base of an all-trans-hexaprenyl diphosphate.